(cyclohexyl)(phenyl)methylene(cyclopentadienyl)(fluorenyl)hafnium C1(CCCCC1)C(=[Hf](C1=CC=CC=2C3=CC=CC=C3CC12)C1C=CC=C1)C1=CC=CC=C1